6-cyano-5-fluoro-2-((2-fluoro-4-iodophenyl)amino)nicotinic acid C(#N)C1=NC(=C(C(=O)O)C=C1F)NC1=C(C=C(C=C1)I)F